C(C)(C)(C)NC(CN1CCC(CC1)CNC(CCC1=CC(=CC=C1)Cl)=O)=O N-((1-(2-(tert-butylamino)-2-oxoethyl)piperidin-4-yl)methyl)-3-(3-chlorophenyl)propanamide